tert-butyl rac-(4aR,7aS)-4-[6-[2-hydroxy-6-methyl-4-(trifluoromethyl)phenyl]pyridazin-3-yl]-2,3,4a,5,7,7a-hexahydropyrrolo[3,4-b][1,4]oxazine-6-carboxylate OC1=C(C(=CC(=C1)C(F)(F)F)C)C1=CC=C(N=N1)N1[C@H]2[C@@H](OCC1)CN(C2)C(=O)OC(C)(C)C |r|